NC1=CCC2C(OCC(N2)OCCOC(C)(C)C)=C1 7-amino-2,3,4,5-tetrahydro-3-(2-(tert-butoxy)ethoxy)benzo[b][1,4]oxazine